5-(3-Cyclopropanesulfonyl-3-methyl-but-1-ynyl)-pyridin C1(CC1)S(=O)(=O)C(C#CC=1C=CC=NC1)(C)C